(1S,2S)-2-(ethoxymethyl)cyclopropylamine hydrochloride Cl.C(C)OC[C@@H]1[C@H](C1)N